C(C)(C)(C)OC(=O)N1CCC(CC1)C1=C(C=CC=C1)[C@@H]1N(CCC1)C1=CC=C(C=C1)Br.BrCC=1C=C2C(NC(=NC2=CC1)C)=O 6-bromomethyl-3,4-dihydro-2-methyl-4-oxoquinazoline (R)-tert-butyl-4-(2-(1-(4-bromophenyl)pyrrolidin-2-yl)phenyl)piperidine-1-carboxylate